FC=1C(=NC(=NC1OC1CCC(CC1)C(F)(F)F)C)C1=CN(C2=C1C(=NC=C2)C(F)(F)F)CC=2C=NN(C2)C 5-fluoro-2-methyl-4-{1-[(1-methyl-1H-pyrazol-4-yl)methyl]-4-(trifluoromethyl)-1H-pyrrolo[3,2-c]pyridin-3-yl}-6-{[(1r,4r)-4-(trifluoromethyl)cyclohexyl]oxy}pyrimidine